C([O-])([O-])=O.[K+].N1C=CC2=CC=CC=C12.[K+] 1H-indol Potassium carbonate